Butyl-benzoOxazolin-2-one-5-carboxamide C(CCC)C1=C(C=CC2=C1NC(O2)=O)C(=O)N